Propargyltrimethoxysilan C(C#C)[Si](OC)(OC)OC